(4R)-4-[(4S)-4-ethyl-2-imino-4-methyl-6-oxo-hexahydropyrimidin-1-yl]-N-[(3S,4R)-6-fluoro-3-hydroxy-2,2-dimethyl-chroman-4-yl]chromane-6-carboxamide C(C)[C@@]1(NC(N(C(C1)=O)[C@@H]1CCOC2=CC=C(C=C12)C(=O)N[C@H]1[C@@H](C(OC2=CC=C(C=C12)F)(C)C)O)=N)C